2-(3-methylcyclohexyl)-2-(2-triisopropylsilylethyl)-1,3-dimethoxypropane CC1CC(CCC1)C(COC)(COC)CC[Si](C(C)C)(C(C)C)C(C)C